tert-Butyl (1-(5-(trifluoromethyl)pyrimidin-2-yl)azetidin-3-yl)carbamate FC(C=1C=NC(=NC1)N1CC(C1)NC(OC(C)(C)C)=O)(F)F